The molecule is a tripeptide that consists of L-gamma-glutamyl-L-cysteinyl-L-glutamic acid in which the the cysteine side chain is substituted by a cyano(indol-3-yl)methyl group. It has a role as a metabolite. It is a S-conjugate, a member of indoles, a nitrile and a tripeptide. It derives from a glutamic acid, a cysteine and an indole-3-acetonitrile. It is a conjugate acid of a gammaGluCys(IAN)Glu(2-). C1=CC=C2C(=C1)C(=CN2)C(C#N)SC[C@@H](C(=O)N[C@@H](CCC(=O)O)C(=O)O)NC(=O)CC[C@@H](C(=O)O)N